4-iodo-2-((1R,5S)-3-azaspiro[bicyclo[3.2.1]octane-8,1'-cyclopropane]-3-yl)benzoyl chloride IC1=CC(=C(C(=O)Cl)C=C1)N1C[C@@H]2CC[C@H](C1)C21CC1